COC(=O)[C@H]1N(C[C@H](C1)OS(=O)(=O)C)C(=O)OC(C)(C)C (2s,4s)-4-((methylsulfonyl)oxy)pyrrolidine-1,2-dicarboxylic acid 1-(tert-butyl) 2-methyl ester